O1C(C1)COC1=C(C=O)C=CC=C1 2-(oxiran-2-ylmethoxy)benzaldehyde